N1C=CC=2C1=CN=C(C2)\N=C\C2=C(C=CC(=C2)I)O (E)-2-(((1H-pyrrolo[2,3-c]pyridin-5-yl)imino)methyl)-4-iodophenol